racemic-2-(4-(4-cyanophenyl)-2,5-dioxo-1-(3-(trifluoromethyl)phenyl)-1,2,5,6,7,8-hexahydropyrido[4,3-d]pyrimidin-3(4H)-yl)-N-methylacetamide C(#N)C1=CC=C(C=C1)[C@@H]1C2=C(N(C(N1CC(=O)NC)=O)C1=CC(=CC=C1)C(F)(F)F)CCNC2=O |r|